O=C(C(=O)NC=1C2=C(C=NC1)C=NN2)N2[C@H](CC[C@@H](C2)C)C=2C=CC1=CN(N=C1C2)C2CC(N(C(C2)(C)C)C)(C)C 2-oxo-N-(1H-pyrazolo[4,3-c]pyridin-7-yl)-2-[(2R,5S)-5-methyl-2-[2-(1,2,2,6,6-pentamethyl-4-piperidyl)indazol-6-yl]-1-piperidyl]acetamide